ClC=1C=C(C=CC1F)C(CO)(C)NC1=NC2=C(N1)C=CC=C2CN2C(NC=C2)=O 1-[(2-{[2-(3-chloro-4-fluorophenyl)-1-hydroxypropan-2-yl]amino}-1H-1,3-benzodiazol-4-yl)methyl]-2,3-dihydro-1H-imidazol-2-one